ClC(CS(=O)(=O)O)(Cl)Cl trichloroethyl-sulfonic acid